(2-Aminoethylmercapto)ethanol NCCSC(C)O